C(C)(=O)OC(CCC[C@@H](C)[C@H]1CC[C@@H]2[C@@]1(CC[C@@H]1[C@]3(CC[C@@H]([C@@H]([C@@H]3CC([C@@H]21)=O)O)O)C)C)C2=C(C=CC=C2)OC (5R)-5-[(1R,3aS,3bS,5aR,6R,7S,9aR,9bS,11aR)-6,7-dihydroxy-9a,11a-dimethyl-4-oxohexadecahydro-1H-cyclopenta[1,2-a]phenanthren-1-yl]-1-(2-methoxyphenyl)hexyl acetate